C1(=CC=CC=C1)[C@H](C)NC=1C2=C(N=CN1)C=CC(=N2)O[C@@H]2CN(CC2)C(C=C)=O 1-[(S)-3-((4-(((S)-1-phenylethyl)amino)pyrido[3,2-d]pyrimidin-6-yl)oxy)pyrrolidin-1-yl]prop-2-en-1-one